ClC1=CC(=C(COC2=NN(C=C2)C2CCN(CC2)CC2=NC3=C(N2CC2=CN=CN2CC(F)(F)F)C=C(C=C3)C(=O)OC)C=C1)F methyl 2-((4-(3-((4-chloro-2-fluorobenzyl)oxy)-1H-pyrazol-1-yl)piperidin-1-yl)methyl)-1-((1-(2,2,2-trifluoroethyl)-1H-imidazol-5-yl)methyl)-1H-benzo[d]imidazole-6-carboxylate